(R)-5-(3-cyclohexyl-7-(4-fluorophenyl)-2-methyl-1,1-dioxido-5-phenyl-2,3,4,5-tetrahydrobenzo[f][1,2,5]thiadiazepin-8-yl)-2-fluorobenzoic acid C1(CCCCC1)[C@H]1N(S(C2=C(N(C1)C1=CC=CC=C1)C=C(C(=C2)C=2C=CC(=C(C(=O)O)C2)F)C2=CC=C(C=C2)F)(=O)=O)C